2-(2-hydroxy-ethoxy)-ethyl oxophenylacetate O=C(C(=O)OCCOCCO)C1=CC=CC=C1